bisphenyl-cyclopentanone C1(=CC=CC=C1)C1(C(CCC1)=O)C1=CC=CC=C1